BrC=1C=C(C=CC1)N1N=C2C(N=CN=C2N)=C1 2-(3-bromophenyl)-2H-pyrazolo[4,3-d]pyrimidin-7-amine